FC1(C2CC(CC(C1)N2C(=O)OC(C)(C)C)NC2=CC=C1C(=N2)OCC=2C=C(C=CC21)C=2C=NN(C2)C2OCCCC2)F tertbutyl 6,6-difluoro-3-({8-[1-(oxan-2-yl)pyrazol-4-yl]-6H-isochromeno[3,4-b]pyridin-3-yl}amino)-8-azabicyclo[3.2.1]octane-8-carboxylate